(2S,3R)-N-(4-(2,6-dimethoxyphenyl)-5-((S)-methoxy(phenyl)methyl)-4H-1,2,4-triazol-3-yl)-3-(5-methyl-2-pyrimidinyl)-2-butanesulfonamide COC1=C(C(=CC=C1)OC)N1C(=NN=C1[C@H](C1=CC=CC=C1)OC)NS(=O)(=O)[C@@H](C)[C@H](C)C1=NC=C(C=N1)C